Cl.C1(=CC=CC=C1)S(=O)(=O)CCN 2-(benzenesulfonyl)ethane-1-amine hydrochloride